N-(4-(5-chloropyridin-3-yl)-5-fluoro-2-methylphenyl)-2-(2-(cyclopropanesulfonamido)thiazol-4-yl)-2-methylpropanamide ClC=1C=C(C=NC1)C1=CC(=C(C=C1F)NC(C(C)(C)C=1N=C(SC1)NS(=O)(=O)C1CC1)=O)C